FC1=C(C=CC(=C1)I)NC=1C=NC=CC1S(=O)C N-(2-Fluoro-4-iodophenyl)-4-methanesulfinylpyridin-3-amine